2-BIPHENYL-4-YL-6-BROMOIMIDAZO[1,2-A]PYRIDIN-3-CARBALDEHYDE C1(=CC=C(C=C1)C=1N=C2N(C=C(C=C2)Br)C1C=O)C1=CC=CC=C1